C(CC)C1C(=C(C(N1)=O)C1=C(C=C(C=C1)Cl)Cl)O 1,5-dihydro-5-propyl-3-(2,4-dichlorophenyl)-4-hydroxypyrrol-2-one